C(C1=CC=CC=C1)N1CCC(CC1)COC=1N=C(SC1C(=O)NC)C1=CC(=NC=C1)NC(=O)C1CC1 4-((1-Benzylpiperidin-4-yl)methoxy)-2-(2-(cyclopropanecarboxamido)pyridin-4-yl)-N-methylthiazole-5-carboxamide